6-chloro-7-bromo-8-fluoro-4-(3,8-diazabicyclo[3.2.1]octan-3-yl)-2-(((S)-1-methylpyrrolidin-2-yl)methoxy)quinazoline tert-butyl-N-(3-bromopropyl)-N-cyclopropyl-carbamate C(C)(C)(C)OC(N(C1CC1)CCCBr)=O.ClC=1C=C2C(=NC(=NC2=C(C1Br)F)OC[C@H]1N(CCC1)C)N1CC2CCC(C1)N2